(4-chloro-2-methyl-phenyl)methanamine ClC1=CC(=C(C=C1)CN)C